2-amino-3-(4-phenoxyphenyl)propanoic acid NC(C(=O)O)CC1=CC=C(C=C1)OC1=CC=CC=C1